3-[5-[3-[4-[[tert-butyl(dimethyl)silyl]oxymethyl]-2-oxo-1-piperidyl]propyl]-3-methyl-2-oxo-benzimidazol-1-yl]piperidine-2,6-dione [Si](C)(C)(C(C)(C)C)OCC1CC(N(CC1)CCCC1=CC2=C(N(C(N2C)=O)C2C(NC(CC2)=O)=O)C=C1)=O